N1CC(CCC1)=CCN1CC2=CC=CC=C2C1 2-(2-(piperidin-3-ylidene)ethyl)isoindoline